[N+](=O)([O-])C1=C(C(=O)ON)C=CC=C1 amino 2-nitrobenzoate